ClC=1C=C(C(N(C1)C)=O)N1CCOCC1 5-chloro-1-methyl-3-morpholinopyridin-2(1H)-one